(4-hydroxyisoquinoline-3-carbonyl)glycine OC1=C(N=CC2=CC=CC=C12)C(=O)NCC(=O)O